1-Butyl-5-(diaminomethylene)-3-((1r,3'R,4R)-2''-oxo-1'',2''-dihydrodispiro[cyclohexane-1,1'-cyclobutane-3',3''-pyrrolo[3,2-b]pyridin]-4-yl)pyrimidine-2,4,6(1H,3H,5H)-trione C(CCC)N1C(N(C(C(C1=O)=C(N)N)=O)C1CCC2(CC3(C(NC=4C3=NC=CC4)=O)C2)CC1)=O